C(#C)C1=CC=CC=C1 1-ethynyl-benzene